C(=NC(O)=O)=NC(O)=O.O=C1C(=CC(C2=CC=CC=C12)=O)NC(C1=CC=CC=C1)=O N-(1,4-dioxonaphthalen-2-yl)benzamide methanediylidenedicarbamate